C1C[C@H](C=C[C@H]1CC(=O)C(=O)[O-])O The molecule is a tetrahydro-4-hydroxyphenylpyruvate obtained by deprotonation of the carboxy group of 3-[(1R,4R)-4-hydroxycyclohex-2-en-1-yl]pyruvic acid; major species at pH 7.3. It is a conjugate base of a 3-[(1R,4R)-4-hydroxycyclohex-2-en-1-yl]pyruvic acid.